7-(bromomethyl)-3-ethyl-1,5-diaza-2(1H)-naphthalenone BrCC1=CN=C2C=C(C(NC2=C1)=O)CC